OC1=CC=C(C=C1)CNC(OC(C)(C)C)=O tert-butyl [(4-hydroxyphenyl)methyl]carbamate